Ethyl 3-(aminomethyl)-5-propyl-4,5-dihydroisoxazole-5-carboxylate hydrochloride Cl.NCC1=NOC(C1)(C(=O)OCC)CCC